FC(C1=CC=C(C=C1)NC(NC1=CNC=2C1=NC=CC2)=O)(F)F 3-(3-(4-(trifluoromethyl)phenyl)ureido)-1H-pyrrolo[3,2-b]pyridin